C(C)OC(=O)C1=C(CC(O1)(C(F)(F)F)C)C1=C(C=C(C=C1)F)OC 4-(4-fluoro-2-methoxy-phenyl)-2-methyl-2-(trifluoromethyl)-3H-furan-5-carboxylic acid ethyl ester